C1(=CC=CC=C1)P(O)(O)C1=CC=CC=C1.C1(=CC=CC=C1)P(O)(O)C1=CC=CC=C1.CC(C(C)O)C(CC(C)C)O 3,6-dimethyl-2,4-heptanediol bis(diphenylphosphonite)